7-(3-acryloxypropoxy)-4-methylcoumarin C(C=C)(=O)OCCCOC1=CC=C2C(=CC(OC2=C1)=O)C